OC1(CCN(CC1)C(=O)OC(C)(C)C)C1=CC=2N(C=C1OC)N=CC2 tert-butyl 4-hydroxy-4-(6-methoxypyrazolo[1,5-a]pyridin-5-yl)piperidine-1-carboxylate